FC(C(C(F)(F)F)(C(C(C(=O)O[O-])(CF)CF)F)F)(F)F heptafluoroisopropyl-2,2,2-trifluoromethylethaneperoxoate